6-[5-({3-[(cyclobutylmethyl)-(ethyl)carbamoyl]cyclohexyl}-carbamoyl)-6-methoxypyridin-3-yl]-N-methyl-1H-indazole-3-carboxamide C1(CCC1)CN(C(=O)C1CC(CCC1)NC(=O)C=1C=C(C=NC1OC)C1=CC=C2C(=NNC2=C1)C(=O)NC)CC